N1=CC(=CC=C1)OC1=C2CC(CN(C2=CC=C1)C1=CC=C(C=C1)C(F)(F)F)CN (5-(pyridin-3-yloxy)-1-(4-(trifluoromethyl)phenyl)-1,2,3,4-tetrahydroquinolin-3-yl)methanamine